N-(1-(3,3-difluorocyclobutyl)-2-oxo-1,2-dihydropyridin-3-yl)-4-((2-hydroxyethyl)sulfonamido)-2-((1R,6S)-6-(methoxymethyl)-3-azabicyclo[4.1.0]heptan-3-yl)benzamide FC1(CC(C1)N1C(C(=CC=C1)NC(C1=C(C=C(C=C1)NS(=O)(=O)CCO)N1C[C@@H]2C[C@@]2(CC1)COC)=O)=O)F